COC(CCC=CCC=CCC=CCC=CCC=CCC=CCC)=O 4,7,10,13,16,19-docosahexaenoic acid methyl ester